3-(3-(2-morpholinoethoxy)phenyl)isonicotinic acid O1CCN(CC1)CCOC=1C=C(C=CC1)C1=C(C(=O)O)C=CN=C1